C(C)(C)(C)[C@@H]1N=C(OC1)CC=1OC[C@@H](N1)C(C)(C)C bis((S)-4-(tert-butyl)-4,5-dihydrooxazol-2-yl)methane